Cl.NCCCC1=C(C=CC(=C1)F)N1CN(C(C2=C1C=NC(=C2)C(F)(F)F)=O)C=2C(=NC(=CC2)OC)Br 1-(2-(3-Aminopropyl)-4-fluorophenyl)-3-(2-bromo-6-methoxypyridin-3-yl)-6-(trifluoromethyl)-2,3-dihydropyrido[3,4-d]pyrimidin-4(1H)-one, hydrochloride salt